ethyl 6-{[(3R)-1-(tert-butoxycarbonyl)pyrrolidin-3-yl]amino}-4-[1-(3-chloro-2-fluorophenyl)-1-cyanoethyl]-5-fluoropyridine-3-carboxylate C(C)(C)(C)OC(=O)N1C[C@@H](CC1)NC1=C(C(=C(C=N1)C(=O)OCC)C(C)(C#N)C1=C(C(=CC=C1)Cl)F)F